((3-azidopropyl)carbamoyl)-2-(6-hydroxy-3-oxo-3H-xanthen-9-yl)benzoic acid N(=[N+]=[N-])CCCNC(=O)C=1C(=C(C(=O)O)C=CC1)C=1C2=CC=C(C=C2OC2=CC(C=CC12)=O)O